(4aR,8aS)-6-[6-[[3-(trifluoromethyl)imidazo[1,2-a]pyrimidin-7-yl]methyl]-2-azaspiro[3.3]heptane-2-carbonyl]-4,4a,5,7,8,8a-hexahydropyrido[4,3-b][1,4]oxazin-3-one FC(C1=CN=C2N1C=CC(=N2)CC2CC1(CN(C1)C(=O)N1C[C@@H]3[C@@H](OCC(N3)=O)CC1)C2)(F)F